ClC1=NN2C(C(=N1)NC=1N=CN(C1)C1=NC=CC=C1)=CC=C2 2-chloro-N-(1-(pyridin-2-yl)-1H-imidazol-4-yl)pyrrolo[2,1-f][1,2,4]triazin-4-amine